Cl.Cl.CN1C2=C(C=C1C(=O)NC1=C(C(=CC=C1)CN1CCOCC1)COC1=CC=C(C=C1)OC1CCNCC1)SC=C2 4-Methyl-N-[3-(morpholinomethyl)-2-[[4-(4-piperidyloxy)phenoxy]methyl]phenyl]thieno[3,2-b]pyrrole-5-carboxamide dihydrochloride